CS(=O)(=O)C1=CC=CC=2C=3N(C(=NC12)NC=1C(N=CC=NC1)=O)N=C(N3)C=3C=NN(C3)C(C)C (6R)-6-({7-(methylsulfonyl)-2-[1-(propan-2-yl)-1H-pyrazol-4-yl][1,2,4]triazolo[1,5-c]quinazolin-5-yl}amino)-1,4-diazepin-5-one